bis(2,4-di-tertiary butylphenol) diphosphite OP(O)OP(O)O.C(C)(C)(C)C1=C(C=CC(=C1)C(C)(C)C)O.C(C)(C)(C)C1=C(C=CC(=C1)C(C)(C)C)O